ClC=1C=NC(=C(C(=O)NC2CCC(CC2)CN2C(N(C3=C2C=CC=C3)C3CCN(CC3)C=3C=NC=CC3)=O)C1)C 5-chloro-2-methyl-N-((1r,4r)-4-((2-oxo-3-(1-(pyridin-3-yl)piperidin-4-yl)-2,3-dihydro-1H-benzo[d]imidazol-1-yl)methyl)cyclohexyl)nicotinamide